FC1=C(C=C(C#N)C=C1)C1=CN=CO1 4-fluoro-3-(oxazol-5-yl)benzonitrile